C(C)C1=C(C=C(C(=O)OC)C=C1)S(NC1=C(C=CC(=C1)S(=O)(=O)C)C=1SC(=CC1)F)(=O)=O methyl 4-ethyl-3-(N-(2-(5-fluorothiophen-2-yl)-5-(methylsulfonyl)phenyl)sulfamoyl)-benzoate